(1R,4R)-5-[6-bromo-5-chloro-9-(cyanomethyl)-3-ethylsulfanyl-7,9-dihydrofuro[3,4-f]quinazolin-1-yl]-2,5-diazabicyclo[2.2.1]heptane-2-carboxylic acid tert-butyl ester C(C)(C)(C)OC(=O)N1[C@H]2CN([C@@H](C1)C2)C2=NC(=NC=1C(=C(C3=C(C21)C(OC3)CC#N)Br)Cl)SCC